COC1=CC2=C(C=N1)[C@H](C1(CCNCC1)C2)N[S@](=O)C(C)(C)C (R)-N-[(7S)-3-methoxyspiro[5,7-dihydro-cyclopenta[c]pyridin-6,4'-piperidin]-7-yl]-2-methylpropan-2-sulfinamide